FC(C=1C=C(C=C(C1)C(F)(F)F)S)(F)F 3,5-bis(trifluoromethyl)benzenethiol